2,2-difluoro-1-phenyl-3-(4-(((2S,3R,4S,5S,6R)-3,4,5-trihydroxy-6-(hydroxymethyl)tetrahydro-2H-pyran-2-yl)oxy)phenyl)propan-1-one FC(C(=O)C1=CC=CC=C1)(CC1=CC=C(C=C1)O[C@@H]1O[C@@H]([C@H]([C@@H]([C@H]1O)O)O)CO)F